1-(2-(dimethylamino)ethyl)-5-methoxy-N1-methyl-N4-(4-(1-methyl-1H-indol-3-yl)pyrimidine-2-yl)benzene-1,2,4-triamine CN(CCC1(C(C=C(C(=C1)OC)NC1=NC=CC(=N1)C1=CN(C2=CC=CC=C12)C)N)NC)C